BrC=1C(=CC=C2C(=CC(=NC12)N1[C@@H](CCC1)COCCC(=O)O)N1C=NC=C1)Cl (S)-3-((1-(8-bromo-7-chloro-4-(1H-imidazol-1-yl)quinolin-2-yl)pyrrolidin-2-yl)methoxy)propionic acid